FC1=C2CCCC2=C(C=C1N)F 4,7-difluoro-2,3-dihydro-1H-inden-5-amine